2'-methoxy-4'-(N-methylpropanamido)-N-(pyridin-3-ylmethyl)-[1,1'-biphenyl]-4-carboxamide COC1=C(C=CC(=C1)N(C(CC)=O)C)C1=CC=C(C=C1)C(=O)NCC=1C=NC=CC1